CC1(C2=C(CN(C1)C(=O)OC(C)(C)C)SC(=N2)C(=O)OC)C 5-(tert-butyl) 2-methyl 7,7-dimethyl-6,7-dihydrothiazolo[5,4-c]pyridine-2,5(4H)-dicarboxylate